N-(4'-methyl-5-fluorobiphenyl-2-yl)-1H-pyrazole-4-carboxamide CC1=CC=C(C=C1)C1=C(C=CC(=C1)F)NC(=O)C=1C=NNC1